CC1=CC(CCC1)(C)C 2,6,6-TRIMETHYL-1-CYCLOHEXEN